The molecule is a branched decasaccharide comprising six D-arabinofuranose and four mannopyranose units, in an assembly consisting of two arabinose residues linked alpha(1->5), with alpha-mannosyl-(1->2)-alpha-mannosyl-(1->5)-alpha-arabinosyl-(1->2)-alpha-arabinosyl tetrasaccharide units linked to the 3- and 5-positions of the residue distal from the reducing-end residue. C([C@@H]1[C@H]([C@@H]([C@@H]([C@H](O1)O[C@H]2[C@H]([C@@H]([C@H](O[C@@H]2OC[C@@H]3[C@H]([C@@H]([C@@H](O3)O[C@H]4[C@@H]([C@H](O[C@@H]4OC[C@@H]5[C@H]([C@@H]([C@H](O5)OC[C@@H]6[C@H]([C@@H]([C@H](O6)O)O)O)O)O[C@@H]7[C@H]([C@@H]([C@H](O7)CO)O)O[C@H]8[C@H]([C@@H]([C@H](O8)CO[C@@H]9[C@H]([C@H]([C@@H]([C@H](O9)CO)O)O)O[C@@H]1[C@H]([C@H]([C@@H]([C@H](O1)CO)O)O)O)O)O)CO)O)O)O)CO)O)O)O)O)O)O